CS(=O)(=O)C=1C=C(C(=O)N)C=CC1 3-(methanesulfonyl)benzamide